O=C(CC1CCN(CC1)C(=O)OCC1=CC=CC=C1)N1CCOC2(C1)CCN(CC2)C2(C(NC(NC2=O)=O)=O)C2=CC=C(C=C2)OC2=CC=C(C=C2)OC(F)(F)F Benzyl 4-[2-oxo-2-[9-[2,4,6-trioxo-5-[4-[4-(trifluoromethoxy)phenoxy]phenyl]hexahydropyrimidin-5-yl]-1-oxa-4,9-diazaspiro[5.5]undecan-4-yl]ethyl]piperidine-1-carboxylate